CS(=O)(=O)C1=CC(=C(C=C1)NCC#CC=1N(C=2C=CC=C(C2C1)NC1CCN(CC1)C1COC1)CC(F)(F)F)OC 2-{3-[(4-methanesulfonyl-2-methoxyphenyl)amino]prop-1-yn-1-yl}-N-[1-(oxetan-3-yl)piperidin-4-yl]-1-(2,2,2-trifluoroethyl)-1H-indol-4-amine